C[C@@H]1CC[C@H]2[C@]13CC[C@@]4([C@H](C3)[C@@H]([C@]2(O4)C)NCCCCN(C)CCCN(C)C)C The molecule is a bridged compound with a trimethylspermidine side chain. It is isolated from Chaetosphaeronema hispidulum (Cda) Moesz NR 7127 and has been shown to exhibit inhibitory activity against phosphatidylinositol-specific phospholipase C (PLC). It has a role as a metabolite and an EC 3.1.4.11 (phosphoinositide phospholipase C) inhibitor. It is a bridged compound, a tertiary amino compound and a cyclic ether.